C(CCC)N1C=C(C2=CC(=CC=C12)CN1CCC(CC1)CN1CCN(CC1)C1=C(C=C(C=C1)NC1C(NC(CC1)=O)=O)F)C1=CC=C(C=C1)OC(F)(F)F 3-((4-(4-((1-((1-butyl-3-(4-(trifluoromethoxY)phenyl)-1H-indol-5-yl)methyl)piperidin-4-yl)methyl)piperazin-1-yl)-3-fluorophenyl)amino)piperidine-2,6-dione